OC1(CCNCC1)CN1CCN(CC1)C(=O)OC(C)(C)C tert-butyl 4-[(4-hydroxypiperidin-4-yl)methyl]piperazine-1-carboxylate